[Cl-].C(CCCCCCCCCCCCCCCCC)[N+](C)(C)C Stearyltrimethylammonium chlorid